FC1(CCN(CC1)C=1OC2=C(C=C(C=C2C(C1)=O)C)[C@@H](C)NC1=C(C=CC=C1)C1=NNC(O1)=O)F (R)-5-(2-((1-(2-(4,4-Difluoropiperidin-1-yl)-6-methyl-4-oxo-4H-chromen-8-yl)ethyl)amino)phenyl)-1,3,4-oxadiazol-2(3H)-one